C1=CC=CC2=C1N1C3=C2C=CC=C3C(C=3C=CC=CC13)=O indolo[3,2,1-DE]acridin-8-one